tert-butyl (2-chloro-5-cyano-4-methylphenyl)carbamate ClC1=C(C=C(C(=C1)C)C#N)NC(OC(C)(C)C)=O